C1(=CC(=CC=C1)C(C=[N+]=[N-])=O)C 1-(m-tolyl)-2-diazoethanone